5-(5-(1-(4,4-difluorocyclohexyl)piperidin-4-yl)-3-isopropyl-1H-indol-2-yl)-1,3-dimethylpyridin-2(1H)-one FC1(CCC(CC1)N1CCC(CC1)C=1C=C2C(=C(NC2=CC1)C=1C=C(C(N(C1)C)=O)C)C(C)C)F